3-(2,3-difluorophenoxy)-3-methylazetidine FC1=C(OC2(CNC2)C)C=CC=C1F